ClC1=CN=C2N1C=C(C=C2C(=O)NC=2C=NC=C(C2)C2(CC(C2)C)C2=NN=CN2C)CNC2(CCC2)C 3-chloro-N-(5-((1s,3s)-3-methyl-1-(4-methyl-4H-1,2,4-triazol-3-yl)cyclobutyl)pyridin-3-yl)-6-(((1-methylcyclobutyl)amino)methyl)imidazo[1,2-a]pyridine-8-carboxamide